FC(S(=O)(=O)[O-])(F)F.C(C)(C)(C)OC(=O)N=NC1=CC=C(C=C1)[N+](C)(C)C 4-((tert-butoxycarbonyl)diazenyl)-N,N,N-trimethylbenzenaminium trifluoromethanesulfonate